CN1C(=C(C2=CC=CC=C2S1(=O)=O)O)C(=O)NC3=CC=CC=N3 The molecule is a monocarboxylic acid amide resulting from the formal condensation of the carboxy group of 4-hydroxy-2-methyl-2H-1,2-benzothiazine-3-carboxylic acid 1,1-dioxide with the exocyclic nitrogen of 2-aminopyridine. A non-steroidal anti-inflammatory drug of the oxicam class, it is used to relieve pain and works by preventing the production of endogenous prostaglandins involved in the mediation of pain, stiffness, tenderness and swelling. It has a role as an analgesic, a cyclooxygenase 1 inhibitor, a non-steroidal anti-inflammatory drug, an EC 1.14.99.1 (prostaglandin-endoperoxide synthase) inhibitor and an antirheumatic drug. It is a benzothiazine, a member of pyridines and a monocarboxylic acid amide.